(S)-3-((5-Aminopentan-2-yl)oxy)-2-((ethylamino)methyl)-6-fluorobenzonitrile NCCC[C@H](C)OC=1C(=C(C#N)C(=CC1)F)CNCC